CN1C(=NN=C1)C(C)(C)C1=CC(=CC=C1)B1OC(C(O1)(C)C)(C)C 4-Methyl-3-(2-(3-(4,4,5,5-tetramethyl-1,3,2-dioxaborolan-2-yl)phenyl)propane-2-yl)-4H-1,2,4-triazole